tert-Butyl 3,3-difluoro-4-[[(10S)-4-(2-hydroxyphenyl)-1,5,6,8,12-pentazatricyclo[8.4.0.02,7]tetradeca-2(7),3,5-trien-12-yl]methyl]piperidine-1-carboxylate FC1(CN(CCC1CN1C[C@@H]2CNC=3N=NC(=CC3N2CC1)C1=C(C=CC=C1)O)C(=O)OC(C)(C)C)F